ClC=1C=C(C=C(C1)Cl)C=1N=C(NC1)C1=CSC=C1 4-(3,5-dichlorophenyl)-2-(3-thienyl)imidazole